2-methylpropan-2-yl 3-aminoazetidine-1-carboxylate NC1CN(C1)C(=O)OC(C)(C)C